2-(2-hydroxy-3-methylallyl-5-methylphenyl)-2H-benzotriazole OC(CC1=C(C=C(C=C1)C)N1N=C2C(=N1)C=CC=C2)=CC